S(=O)(=O)([O-])[O-].[NH4+].C1(=CC=CC=C1)OCCCCCCCCC.[NH4+] nonyl phenyl ether ammonium sulfate